O(CC1=CC=CC=C1)CC1=CC=CC=C1 1,1'-[Oxybis(methylen)]bisbenzol